4-bromo-3,5-dihydroxy-benzoic acid BrC1=C(C=C(C(=O)O)C=C1O)O